2-phenyl-9-(4,4,5,5-tetramethyl-1,3,2-dioxaborolan-2-yl)phenanthro[3,4-d]oxazole C1(=CC=CC=C1)C=1OC2=C(N1)C=CC=1C=CC=3C=C(C=CC3C12)B1OC(C(O1)(C)C)(C)C